ClC=1N=C(C2=C(N1)C(=C(N=C2)Cl)F)C2C[C@@H](N(CC2)C(=O)OCC2=CC=CC=C2)C benzyl (2S)-4-(2,7-dichloro-8-fluoropyrido[4,3-d]pyrimidin-4-yl)-2-methylpiperidine-1-carboxylate